R-3-aminoisobutyric acid NC[C@H](C(=O)O)C